2-(2,8-Dimethylimidazo[1,2-b]pyridazin-6-yl)-7-((3S,5R)-3,5-dimethylpiperazin-1-yl)-4H-pyrido[1,2-a]pyrimidin-4-on CC=1N=C2N(N=C(C=C2C)C=2N=C3N(C(C2)=O)C=C(C=C3)N3C[C@@H](N[C@@H](C3)C)C)C1